6-[5-(3-chlorophenyl)-1H-imidazol-4-yl]-N-[2-[(3R,5S)-3,5-dimethylpiperazin-1-yl]ethyl]quinolin-3-amine ClC=1C=C(C=CC1)C1=C(N=CN1)C=1C=C2C=C(C=NC2=CC1)NCCN1C[C@H](N[C@H](C1)C)C